tert-butyl 5-((7-(butylamino)-5-((methoxycarbonyl)amino)-1H-pyrazolo[4,3-d]pyrimidin-1-yl)methyl)-4-methoxy-3',6'-dihydro-[2,4'-bipyridine]-1'(2'H)-carboxylate C(CCC)NC=1C2=C(N=C(N1)NC(=O)OC)C=NN2CC=2C(=CC(=NC2)C=2CCN(CC2)C(=O)OC(C)(C)C)OC